C(C)(C)(C)[C@@H]1CC=2C=C3C(=NC2CC1)SC(=N3)C(=O)N[C@H](CC[NH+]3CCC(CC3)O)C3=CC=C(C=C3)C3=CC(=C(C(=C3)F)O)F |r| rac-(7S)-7-tert-butyl-N-[rac-(1R)-1-[4-(3,5-difluoro-4-hydroxy-phenyl)phenyl]-3-(4-hydroxypiperidin-1-ium-1-yl)propyl]-5,6,7,8-tetrahydrothiazolo[5,4-b]quinoline-2-carboxamide